BrC1=C(C(=CC(=C1)N1CCOCC1)C(F)(F)F)NC(CC1=CC=C(C=C1)F)=O N-(2-Bromo-4-morpholin-4-yl-6-trifluoromethyl-phenyl)-2-(4-fluoro-phenyl)-acetamide